NC(CC)NC1=CC=C(C=2C(C3=CC=CC=C3C(C12)=O)=O)NC 1-aminopropylamino-4-methylaminoanthraquinone